racemic-tert-butyl 7-methyl-7,8-dihydropyrido[4,3-d]pyrimidine-6(5H)-carboxylate C[C@@H]1CC=2N=CN=CC2CN1C(=O)OC(C)(C)C |r|